ClC1=C(C=C(C=C1)C1=C(N=CO1)N1C(N=C(C=C1)N1CC(C1)(C)F)=O)F 1-(5-(4-Chloro-3-fluorophenyl)oxazol-4-yl)-4-(3-fluoro-3-methylazetidin-1-yl)pyrimidin-2(1H)-one